ClC=1C=2C(N=C3N(C2C=CC1)C1=CC=C(C=C1C31CCCCC1)C1CCN(CC1)CCCO)=O 4'-chloro-9'-(1-(3-hydroxypropyl)piperidin-4-yl)-5'H-spiro[cyclohexane-1,7'-indolo[1,2-a]quinazolin]-5'-one